2-[4-[4-[(2,6-dioxo-3-piperidyl)amino]-2-fluoro-phenyl]azepan-1-yl]acetic acid O=C1NC(CCC1NC1=CC(=C(C=C1)C1CCN(CCC1)CC(=O)O)F)=O